C(C)(=O)C1=CN(C2=CC=C(C=C12)C1=CN=NC=C1)CC(=O)N1[C@@H](C[C@H](C1)F)C(=O)NC1=NC=C(C=C1)O (2S,4R)-1-(2-(3-acetyl-5-(pyridazin-4-yl)-1H-indol-1-yl)acetyl)-4-fluoro-N-(5-hydroxypyridin-2-yl)pyrrolidine-2-carboxamide